(3S,4S)-4-amino-1-(5-(7-(1-methyl-1H-pyrazol-4-yl)-1,6-naphthyridin-5-yl)pyrazin-2-yl)piperidin-3-ol hydrochloride Cl.N[C@@H]1[C@H](CN(CC1)C1=NC=C(N=C1)C1=C2C=CC=NC2=CC(=N1)C=1C=NN(C1)C)O